N1=CN=CC(=C1)C1=CC=C(C=C1)C(C)[N+]1=NOC(=C1)[N-]C(NC1=CC(=CC=C1)C(F)(F)F)=O (3-(1-(4-(pyrimidin-5-yl)phenyl)ethyl)-1,2,3-oxadiazol-3-ium-5-yl)((3-(trifluoromethyl)phenyl)carbamoyl)amide